BrC1=C(NCC(F)F)C=CC=C1 2-bromo-N-(2,2-difluoroethyl)aniline